CC1CNCCOC1 6-methyl-1,4-oxazepane